C1(=C(C=CC=C1)C1=CC(=NC2=CC=C(C=C12)C(=O)N1CCC(CC1)C(=O)O)\C=C\1/N(C2=CC=CC=C2C1=O)C(C)=O)C1=CC=CC=C1 (Z)-1-(4-([1,1'-biphenyl]-2-yl)-2-((1-acetyl-3-oxo-indolin-2-ylidene)-methyl)quinoline-6-carbonyl)piperidine-4-carboxylic acid